2-phenyl-3-(4-fluorophenyl)-glutaric acid C1(=CC=CC=C1)C(C(=O)O)C(CC(=O)O)C1=CC=C(C=C1)F